picolinenitrile N1=C(C=CC=C1)C#N